ClC1=C(C=2N=C(N=C(C2C(=N1)NCCO)O)SC)F 7-chloro-8-fluoro-5-((2-hydroxyethyl)amino)-2-(methylthio)pyrido[4,3-d]pyrimidin-4-ol